4-(((9-cyclopentyl-2-(methylamino)-9H-purin-6-yl)amino)methyl)-1-methyl-5,6,7,8-tetrahydroisoquinolin-3(2H)-one C1(CCCC1)N1C2=NC(=NC(=C2N=C1)NCC=1C(NC(=C2CCCCC12)C)=O)NC